ClC=1C(=NC=CC1)[C@@H]([C@@H](OC([C@H](C)[NH3+])=O)C)C [(1S)-2-[(1S,2S)-2-(3-chloro-2-pyridyl)-1-methyl-propoxy]-1-methyl-2-oxo-ethyl]ammonium